1-methyl-N4-[4-(trifluoromethyl)phenyl]Pyrazolo[3,4-b]Pyridine-4,6-diamine CN1N=CC2=C1N=C(C=C2NC2=CC=C(C=C2)C(F)(F)F)N